5-(benzyloxy)-4-methoxypyrazolo[1,5-a]pyridine C(C1=CC=CC=C1)OC1=C(C=2N(C=C1)N=CC2)OC